1-(6-cyclopropyl-2-(((6-(methoxyamino)pyridazin-4-yl)(methyl)amino)methyl)imidazo[1,2-a]pyridin-8-yl)-3-methylimidazolidine-2,4-dione C1(CC1)C=1C=C(C=2N(C1)C=C(N2)CN(C)C2=CN=NC(=C2)NOC)N2C(N(C(C2)=O)C)=O